ClC=1N=C(C2=C(N1)SC(=N2)I)N2C(COCC2)C 4-(5-chloro-2-iodothiazolo[5,4-d]pyrimidin-7-yl)-3-methylmorpholine